C(C)(C)(C)C=1C=CC=2N(C3=CC=C(C=C3C2C1)C(C)(C)C)COP(O)(O)=O [1-(3,6-di-tert-butyl-9H-carbazol-9-yl)methyl]phosphoric acid